[Cl-].C(CCCCCCC\C=C/CCCCCCCC)(=O)C(C(C)C(CCCCCCC\C=C/CCCCCCCC)=O)[N+](C)(C)C (1,2-dioleoylpropyl)trimethylammonium chloride